[Li].C(#N)C1=CC2=C(N=C(N2)C(F)(F)F)C=C1C#N 5,6-dicyano-2-trifluoromethyl-benzimidazole lithium salt